OC(C#N)C1=CC=NC=C1 2-hydroxy-(pyridin-4-yl)acetonitrile